3-[7-[3-[4-[(3R,5R)-5-[(5-bromo-1-methyl-6-oxo-pyridazin-4-yl)amino]-1-methyl-3-piperidyl]benzoyl]-3,9-diazaspiro[5.5]undecan-9-yl]-4-isoquinolyl]piperidine-2,6-dione BrC1=C(C=NN(C1=O)C)N[C@@H]1C[C@@H](CN(C1)C)C1=CC=C(C(=O)N2CCC3(CC2)CCN(CC3)C3=CC=C2C(=CN=CC2=C3)C3C(NC(CC3)=O)=O)C=C1